C(C)C1=CC2=C(C(C=3N(C4=CC(=CC=C4C3C2=O)C#N)C)(C)C)C=C1N1CCNCC1 9-ethyl-5,6,6-trimethyl-11-oxo-8-(piperazin-1-yl)-5H,6H,11H-benzo[b]carbazole-3-carbonitrile